4-((5-methyl-4-((3-(morpholinosulfonyl)phenyl)amino)pyrimidin-2-yl)amino)-N-(4-(4-methylpiperazin-1-yl)phenyl)benzamide CC=1C(=NC(=NC1)NC1=CC=C(C(=O)NC2=CC=C(C=C2)N2CCN(CC2)C)C=C1)NC1=CC(=CC=C1)S(=O)(=O)N1CCOCC1